5-(2-chlorophenyl)-1H-benzo[f]chromene ClC1=C(C=CC=C1)C1=CC2=C(C=3CC=COC13)C=CC=C2